ClC1=NC=C(C(=N1)NC=1C=C(C=CC1F)NC(OC(C)(C)C)=O)NS(=O)(=O)C1=CC=CC=C1 tert-butyl (3-((2-chloro-5-(phenylsulfonamido)pyrimidin-4-yl)amino)-4-fluorophenyl)carbamate